2-(4-Bromo-2-fluorophenoxy)-4-(difluoromethyl)pyrimidine BrC1=CC(=C(OC2=NC=CC(=N2)C(F)F)C=C1)F